(S)-9-bromo-11-(chloromethyl)-4-ethyl-4-hydroxy-1,12-dihydro-14H-pyrano[3',4':6,7]indolizino[1,2-b][1,7]naphthyridine-3,14(4H)-dione BrC1=CC=2C(=C3C(=NC2C=N1)C1=CC2=C(C(N1C3)=O)COC([C@]2(O)CC)=O)CCl